C(C=C)(=O)ON1[C@@H](C[C@H](C1)OC)COC=1C(=NC=NC1N)C=1C(=C(C=C(C1)F)N1C(C2=CC=C(C=C2CC1)C1CC1)=O)CO 2-(3-(5-(((2S,4R)-1-acryloyloxy-4-methoxypyrrolidin-2-yl)methoxy)-6-aminopyrimidin-4-yl)-5-fluoro-2-(hydroxymethyl)phenyl)-6-cyclopropyl-3,4-dihydroisoquinolin-1(2H)-one